tert-butyl 2-((4-chloro-2-(3-((2-(2,6-dioxopiperidin-3-yl)-1-oxoisoindolin-5-yl)methyl)ureido)phenoxy) methyl)acrylate ClC1=CC(=C(OCC(C(=O)OC(C)(C)C)=C)C=C1)NC(=O)NCC=1C=C2CN(C(C2=CC1)=O)C1C(NC(CC1)=O)=O